C(C)(C)(C)OC(=O)N(/C(=N/C(=O)OC(C)(C)C)/C1=CC=C(C(=O)OC=2C=3N(C(=CC2)CC(=O)OC(C)(C)C)N=CN3)C=C1)C (E)-5-(2-tert-butoxy-2-oxoethyl)-[1,2,4]triazolo[1,5-a]pyridin-8-yl 4-(N,N'-bis(tert-butoxycarbonyl)-N-methylcarbamimidoyl)benzoate